3-isopropyl-6-methylcatechol C(C)(C)C1=C(C(O)=C(C=C1)C)O